N-(1-phenylethyl)dibenzo[b,d]furan-4-amine C1(=CC=CC=C1)C(C)NC1=CC=CC2=C1OC1=C2C=CC=C1